COC(C1=C(C(=CC(=C1)OC[C@H](C)NC(=O)OC(C)(C)C)C)Cl)=O (S)-5-[2-(t-Butoxycarbonylamino)propoxy]-2-chloro-3-methylbenzoic acid methyl ester